(1-tert-butoxycarbonyl-4-piperidyl) 4-[4-[(2,6-dioxo-3-piperidyl)amino] phenyl]piperidine-1-carboxylate O=C1NC(CCC1NC1=CC=C(C=C1)C1CCN(CC1)C(=O)OC1CCN(CC1)C(=O)OC(C)(C)C)=O